FC1=CC=C(OC2=CC=C(C=C2)O)C=C1 4-(4-fluorophenoxy)phenol